(±)-(4R,5R)-4-(3-bromophenyl)-5-(3-methoxyphenyl)oxazolidin-2-one BrC=1C=C(C=CC1)[C@H]1NC(O[C@@H]1C1=CC(=CC=C1)OC)=O |r|